O=C(C=CC)CCC 4-oxohept-2-ene